7-chloro-2-methoxy-4-(trifluoromethyl)-9H-indeno[2,1-d]pyrimidin-9-one ClC1=CC=2C(C=3N=C(N=C(C3C2C=C1)C(F)(F)F)OC)=O